CCCCCCCCCCCCCCCCCC(=O)OC[C@H](COP(=O)([O-])OCC[N+](C)(C)C)O The molecule is a lysophosphatidylcholine 18:0 in which the acyl substituent is located at position 1 and is specified as stearoyl. It has a role as a mouse metabolite and an apoptosis inducer. It is a 1-O-acyl-sn-glycero-3-phosphocholine and a lysophosphatidylcholine 18:0. It derives from an octadecanoic acid.